methyl 4-chloro-2-methylpyrrolo[1,2-a]quinoxaline-7-carboxylate ClC=1C=2N(C3=CC=C(C=C3N1)C(=O)OC)C=C(C2)C